N-(3-(2-((2,3-dihydro-1H-inden-2-yl)amino)pyrimidin-5-yl)phenyl)-6-methoxy-1H-benzo[d][1,2,3]triazole-5-carboxamide C1C(CC2=CC=CC=C12)NC1=NC=C(C=N1)C=1C=C(C=CC1)NC(=O)C1=CC2=C(NN=N2)C=C1OC